FCCCCCSC1=C(C=C(C=C1OC)CCN)OC 2-(4-((5-fluoropentyl)thio)-3,5-dimethoxyphenyl)ethanamine